N1=CC=C(C=C1)C1=C(N(C2=CC=NC=C2)C2=CC=NC=C2)C=CC=C1 tris(4-pyridyl)aniline